1-Tert-butyl (3R,4R)-3-hydroxy-4-[1-[1-[(4-methoxyphenyl)methyl]-2,6-dioxo-3-piperidyl]-3-methyl-2-oxo-benzimidazol-4-yl]piperidine-1-carboxylate O[C@H]1CN(CC[C@@H]1C1=CC=CC=2N(C(N(C21)C)=O)C2C(N(C(CC2)=O)CC2=CC=C(C=C2)OC)=O)C(=O)OC(C)(C)C